N-((5-chloro-8-hydroxyquinolin-7-yl)(pyridin-3-yl)methyl)-N-methylpropionamide ClC1=C2C=CC=NC2=C(C(=C1)C(N(C(CC)=O)C)C=1C=NC=CC1)O